O1CCN(CC1)C1=NC(=CC(=C1)C=1C(=CC(=C(N)C1)F)C)N1CCOCC1 5-(2,6-dimorpholinopyridin-4-yl)-2-fluoro-4-methylaniline